5-(4-bromo-2,6-dichloro-phenoxy)-N-cyclobutyl-2-methoxy-pyridine-3-sulfonamide BrC1=CC(=C(OC=2C=C(C(=NC2)OC)S(=O)(=O)NC2CCC2)C(=C1)Cl)Cl